C12[C@H](CC(CC1)O2)CN2C[C@@H]1[C@H](C2)CC(C1)NC=1N=NC(=CC1)C1=C(C(=CC(=C1)F)F)F (3aR,5s,6aS)-2-(((2R)-7-oxabicyclo[2.2.1]heptan-2-yl)methyl)-N-(6-(2,3,5-trifluorophenyl)pyridazin-3-yl)octahydrocyclopenta[c]pyrrol-5-amine